bisphenol A diphosphite OP(O)OP(O)O.OC1=CC=C(C=C1)C(C)(C)C1=CC=C(C=C1)O